N-beta-aminoethyl-gamma-aminopropyl-methyl-diethoxysilane NCCNCCC[Si](OCC)(OCC)C